3-Chloro-5-[4-(2-chloro-4-fluoro-benzoyl)piperazin-1-yl]-4-hydroxy-benzenesulfonyl chloride ClC=1C=C(C=C(C1O)N1CCN(CC1)C(C1=C(C=C(C=C1)F)Cl)=O)S(=O)(=O)Cl